2,3-dimethyl-1,4,7-trioxo-11,14-dioxa-3,8-diazaheptadecan CC(C=O)N(C(CCC(NCCOCCOCCC)=O)=O)C